Cl.FCC1CNCC1 3-(fluoromethyl)pyrrolidine hydrochloride